FC=1C=C(C=CC1[Si](C)(C)C)NC(C(C1=CC=C(C=C1)OC)NC(OC1=CC=C(C=C1)[N+](=O)[O-])=O)=O 4-nitrophenyl (2-((3-fluoro-4-(trimethylsilyl)phenyl)amino)-1-(4-methoxyphenyl)-2-oxoethyl)carbamate